[Ti](Br)(Br)(Br)Br Titanium(IV) bromide